C(C)(C)C1CCC=2N(C1)C(=NC2)C(=O)OCC ethyl 6-isopropyl-5,6,7,8-tetrahydroimidazo[1,5-a]pyridine-3-carboxylate